ClC1=C(C=C(N=N1)N(C=1SC(=C(N1)C(=O)OCC)CCCOC1=C(C=C(C=C1)C#CCN(C)C)F)C)C ethyl 2-[(6-chloro-5-methyl-pyridazin-3-yl)-methyl-amino]-5-[3-[4-[3-(dimethylamino)prop-1-ynyl]-2-fluoro-phenoxy]propyl]thiazole-4-carboxylate